2-isopropyl-amino-2,4,6-trimethylcyclotrisiloxane C(C)(C)[Si]1(O[SiH](O[Si](O1)(C)N)C)C